FS(F)(F)(F)(F)C1=NC2=CC=CC=C2C(N1)=O (pentafluorosulfanyl)quinazolin-4(3H)-one